5-methyl-2-(3-(1-methylpiperidin-4-yl)phenyl)piperidine CC1CCC(NC1)C1=CC(=CC=C1)C1CCN(CC1)C